CC=1OC2=C(C1C(=O)N[C@H]1CN(CC1)C(=O)OC(C)(C)C)C=C(C=C2)OCC2=CC(=CC=C2)C tert-butyl (R)-3-(2-methyl-5-((3-methylbenzyl)oxy)benzofuran-3-carboxamido)pyrrolidine-1-carboxylate